FC(S(=O)(=O)OC1=CC=C(C=C1)C(C)(C)C1=CC(=C(C(=C1)C#N)OCCCl)Cl)(F)F 4-(2-(3-chloro-4-(2-chloroethoxy)-5-cyanophenyl)propan-2-yl)phenyl trifluoromethanesulfonate